CO[C@H]1[C@@H](C[C@@H]2CN3CCC4=C([C@H]3C[C@@H]2[C@@H]1C(=O)OC)NC5=C4C=CC(=C5)OC)OC(=O)C6=CC(=C(C(=C6)OC)OC)OC Methyl (3β,16β,17α,18β,20α)-11,17-dimethoxy-18-[(3,4,5-trimethoxybenzoyl)oxy]yohimban-16-carboxylate